FC=1C=C2C(=CNC2=CC1F)CCN(CC(C)C)C N-(2-(5,6-difluoro-1H-indol-3-yl)ethyl)-N,2-dimethylpropan-1-amine